1-cyclopropyl-5-[2-(cyclopropylmethoxy)-5-ethyl-sulfonylphenyl]-3-methylpyridin-2-one C1(CC1)N1C(C(=CC(=C1)C1=C(C=CC(=C1)S(=O)(=O)CC)OCC1CC1)C)=O